(E)-4-(o-tolyl)but-2-enal (S)-quinuclidin-3-yl-(7-(4-isopropylphenyl)chroman-4-yl)carbamate N12CC(C(CC1)CC2)N(C(O)=O)[C@H]2CCOC1=CC(=CC=C21)C2=CC=C(C=C2)C(C)C.C2(=C(C=CC=C2)C/C=C/C=O)C